1,6-hexanediylbis(3-(3-(2H-benzotriazol-2-yl)-4-hydroxy-5-tert-butylphenyl)propionate) C(CCCCCC(C(=O)[O-])CC1=CC(=C(C(=C1)C(C)(C)C)O)N1N=C2C(=N1)C=CC=C2)C(C(=O)[O-])CC2=CC(=C(C(=C2)C(C)(C)C)O)N2N=C1C(=N2)C=CC=C1